[O-2].[In+3].[Sn+4] tin-indium oxide